FC=1C=CC=C2C=C(N=C(C12)C1=CC=C(C=C1)C(F)(F)F)C#N 8-fluoro-1-(4-(trifluoromethyl)phenyl)isoquinoline-3-carbonitrile